C(C1=CC=CC=C1)N1C([C@H](OCC1)O[C@H](C)C1=CC(=CC(=C1)C(F)(F)F)C(F)(F)F)=O (2R)-4-benzyl-2-((1R)-1-(3,5-bis(trifluoromethyl)phenyl)ethoxy)morpholin-3-one